5-(azetidin-2-ylmethoxy)-2-methyl-N-(1-(7-(pyridin-3-yl)quinolin-5-yl)cyclopropyl)benzamide N1C(CC1)COC=1C=CC(=C(C(=O)NC2(CC2)C2=C3C=CC=NC3=CC(=C2)C=2C=NC=CC2)C1)C